O[C@H](C(=O)[O-])CC(=O)[O-] (2S)-hydroxysuccinate